Cl.CNOC N,O-dimethyl-hydroxyl-amine hydrochloride